O=C([C@@H](O)[C@H](O)[C@H](O)[C@H](O)CO)[O-] D-Altronat